ClC=1C=NC=C(C1[C@@H](C)OC=1C=C2C(=NNC2=CC1)C1=CC2=C(OC3(CCN(CC3)S(=O)(=O)C)OC2)C=C1)Cl 6-[5-[(1R)-1-(3,5-dichloro-4-pyridyl)ethoxy]-1H-indazol-3-yl]-1'-methylsulfonyl-spiro[4H-1,3-benzodioxine-2,4'-piperidine]